C(C)(C)(C)OC(=O)N1CC2(CC2)[C@@H](CC1)C(=O)O (8R)-5-tert-butoxycarbonyl-5-azaspiro[2.5]octane-8-carboxylic acid